Cl.FC1=NC(=CC=C1OC1CC(C1)N)F (1r,3r)-3-((2,6-difluoropyridin-3-yl)oxy)cyclobutan-1-amine hydrochloride